NC1=C(C=NN1C1CC2=CC=CC=C2C1)C(=O)N1C[C@@]2(CCC1)C1=C(NC(O2)=O)C=CC(=C1F)Cl (R)-1'-(5-Amino-1-(2,3-dihydro-1H-inden-2-yl)-1H-pyrazole-4-carbonyl)-6-chloro-5-fluorospiro[benzo[d][1,3]oxazine-4,3'-piperidin]-2(1H)-one